CC=1OC2=C(N1)C=CC=1CC[C@@H](C12)CCNC(CC)=O (R)-N-[2-(2-methyl-7,8-dihydro-6H-indeno[5,4-d][1,3]oxazol-8-yl)ethyl]propionamide